C(C1=C(C=CC(C1)(C(C)(C)C)CC)O)C1=C(C=CC(C1)(CC)C(C)(C)C)O methylenebis-(4-tert-butyl-4-ethylphenol)